FC=1C=C(C=CC1N1C=NC(=C1)C)NC(=O)N1CC2=CC(=C(C=C2CC1)OC)OC N-(3-fluoro-4-(4-methyl-1H-imidazol-1-yl)phenyl)-6,7-dimethoxy-3,4-dihydroisoquinoline-2(1H)-carboxamide